3'-methoxyguanosine monophosphate P(=O)(O)(O)OC[C@@H]1[C@]([C@H]([C@@H](O1)N1C=NC=2C(=O)NC(N)=NC12)O)(O)OC